(±)-5-((7-Fluoro-2,3-dihydrobenzo[b][1,4]dioxin-5-yl)amino)-N-(3-hydroxypyrrolidin-1-yl)-7-(methylamino)pyrazolo[1,5-a]pyrimidine-3-carboxamide FC=1C=C(C2=C(OCCO2)C1)NC1=NC=2N(C(=C1)NC)N=CC2C(=O)NN2C[C@@H](CC2)O |r|